N-(1-(2,6-difluoro-4-methoxyphenyl)-4-(3-hydroxycyclobutyl)-1H-imidazol-2-yl)-4-(difluoromethoxy)benzamide FC1=C(C(=CC(=C1)OC)F)N1C(=NC(=C1)C1CC(C1)O)NC(C1=CC=C(C=C1)OC(F)F)=O